(2S)-3-[2-(8-chloro-4-oxo-chroman-2-yl)-5-(trifluoromethyl)phenoxy]-2-(ethylsulfonylamino)propionic acid ClC=1C=CC=C2C(CC(OC12)C1=C(OC[C@@H](C(=O)O)NS(=O)(=O)CC)C=C(C=C1)C(F)(F)F)=O